4-Amino-8-[3-[(5-fluoro-2-pyridyl)methoxy]phenyl]-2-oxo-N-propyl-1H-quinoline-3-carboxamide NC1=C(C(NC2=C(C=CC=C12)C1=CC(=CC=C1)OCC1=NC=C(C=C1)F)=O)C(=O)NCCC